ClCC1=CC=C(C=C1)C(=O)N1CC(CCC1)O (4-(chloromethyl)phenyl)(3-hydroxypiperidin-1-yl)methanone